2-[2-[2-[2-[2-[2-(tert-butoxycarbonylamino)ethoxy]ethoxy]ethoxy]ethoxy]ethoxy]ethyl 4-methylbenzenesulfonate CC1=CC=C(C=C1)S(=O)(=O)OCCOCCOCCOCCOCCOCCNC(=O)OC(C)(C)C